FC1=C(CBr)C(=CC(=C1)F)F 2,4,6-trifluoro-benzyl bromide